1-{7-[8-ethenyl-7-fluoro-3-(methoxymethoxy)naphthalen-1-yl]-8-fluoro-2-(methylsulfanyl)pyrido[4,3-d]pyrimidin-4-yl}-3-(pent-4-en-1-yloxy)azepane C(=C)C=1C(=CC=C2C=C(C=C(C12)C1=C(C=2N=C(N=C(C2C=N1)N1CC(CCCC1)OCCCC=C)SC)F)OCOC)F